Ethyl 4-{[(1S)-2-hydroxy-1-phenylethyl]amino}-2-{[4-(propan-2-ylsulfonyl)phenyl]amino}pyrimidine-5-carboxylate OC[C@H](C1=CC=CC=C1)NC1=NC(=NC=C1C(=O)OCC)NC1=CC=C(C=C1)S(=O)(=O)C(C)C